Methyl (2S)-3-(3-(6-amino-2-(5-(5-((4-bromo-6-fluoro-1-tosyl-1H-indol-5-yl)oxy)-2-fluorophenyl)-1-methyl-1H-1,2,4-triazol-3-yl)-6-methylheptan-2-yl)phenyl)-2-methylpropanoate NC(CCCC(C)(C1=NN(C(=N1)C1=C(C=CC(=C1)OC=1C(=C2C=CN(C2=CC1F)S(=O)(=O)C1=CC=C(C)C=C1)Br)F)C)C=1C=C(C=CC1)C[C@@H](C(=O)OC)C)(C)C